(S)-5-fluoro-N,N-diisopropyl-2-((4-(3-((7-(pyrimidin-2-ylamino)-2-azaspiro[3.5]nonan-2-yl)methyl)pyrrolidin-1-yl)pyrimidin-5-yl)oxy)benzamide FC=1C=CC(=C(C(=O)N(C(C)C)C(C)C)C1)OC=1C(=NC=NC1)N1C[C@@H](CC1)CN1CC2(C1)CCC(CC2)NC2=NC=CC=N2